N1N=CC(=C1)CCNC1=NC(=NC(=C1C)C)C(=O)NCCC1=CC=CC=C1 4-((2-(1H-pyrazol-4-yl)ethyl)amino)-5,6-dimethyl-N-phenethylpyrimidine-2-carboxamide